(Z)-3-((1-(3-(1H-indol-1-yl)propyl)-5-isopropyl-1H-imidazol-4-yl)methylene)-1-acetylpiperazine-2,5-dione N1(C=CC2=CC=CC=C12)CCCN1C=NC(=C1C(C)C)\C=C/1\C(N(CC(N1)=O)C(C)=O)=O